(R) or (S)-5-(2-hydroxypropan-2-yl)-1-isopropyl-N'-((3-oxo-1,2,3,5,6,7-hexahydro-s-indacen-4-yl)carbamoyl)-1H-pyrazole-3-sulfonimidamide OC(C)(C)C1=CC(=NN1C(C)C)[S@@](=O)(N)=NC(NC1=C2C(CCC2=CC=2CCCC12)=O)=O |o1:12|